N[C@@H]1[C@@H](CCC1)NC(=O)C=1SC=2N=CC=C3N(C(NC1C23)=O)C2=CC=C(C=C2)OC(C)C N-((1R,2S)-2-Aminocyclopentyl)-5-(4-isopropoxyphenyl)-4-oxo-4,5-dihydro-3H-1-thia-3,5,8-triazaacenaphthylene-2-carboxamide